tert-butyl 4-[(methanesulfonyloxy)methyl]-2-azabicyclo[2.1.1]hexane-2-carboxylate CS(=O)(=O)OCC12CN(C(C1)C2)C(=O)OC(C)(C)C